CC1(C(=C(C1)C1=C(C=CC=C1)NC(C)=O)C1=CC=C(C=C1)C(F)(F)F)C N-(2-(3,3-dimethyl-2-(4-trifluoromethylphenyl)cyclobut-1-enyl)phenyl)acetamide